O=C1N(CC2=C(C=CC=C12)OCC(N1CCNCC1)=O)C1C(NC(CC1)=O)=O 3-(1-oxo-4-(2-oxo-2-(piperazin-1-yl)ethoxy)isoindolin-2-yl)piperidine-2,6-dione